CCC(CC1=CC2=C(C=C1)OCO2)N 1,3-BENZODIOXOLYLBUTANAMINE